CC1=NNC2=CC=C(C=C12)C(=O)O.C1(C=CC(N1C1=C(OC=2C=C(C)C=C(C2)OC2=C(C=CC=C2)N2C(C=CC2=O)=O)C=CC=C1)=O)=O 3,5-bis(2-maleimidophenoxy)toluene 3-methyl-1H-indazole-5-carboxylate